NC1=C2C(=NC=N1)N(N=C2C2=CC=C(C=C2)CNC(C2=C(C=CC(=C2)F)OC)=O)C(CN(C(=O)N2N=CN=C2)C)CC N-(2-(4-amino-3-(4-((5-fluoro-2-methoxybenzamido)methyl)phenyl)-1H-pyrazolo[3,4-d]pyrimidin-1-yl)butyl)-N-methyl-1H-1,2,4-triazole-1-carboxamide